tert-butyl 2-(2-(3-bromophenyl)-3-(3-((2-hydroxyethyl)thio)-2,2-dimethylpropoxy)-2-methylpropanoyl)-1-methylhydrazine-1-carboxylate BrC=1C=C(C=CC1)C(C(=O)NN(C(=O)OC(C)(C)C)C)(COCC(CSCCO)(C)C)C